N-[(beta-carboline-1-yl)methyl]-beta-carboline-1-amine C1(=NC=CC=2C3=CC=CC=C3NC12)CNC1=NC=CC=2C3=CC=CC=C3NC12